2-Methyl-1,3-thiazol CC=1SC=CN1